BrC=1C=CC=2N(C(C(=CN2)I)=O)C1 7-bromo-3-iodo-4H-pyrido[1,2-a]pyrimidin-4-one